tert-butyl-(tert-butoxycarbonyl)oxycarbamic acid tert-butyl ester C(C)(C)(C)OC(N(OC(=O)OC(C)(C)C)C(C)(C)C)=O